4-bromo-1-(3,3-difluorocyclobutyl)-3-(2,6-dimethylphenoxy)pyridin-2(1H)-one BrC1=C(C(N(C=C1)C1CC(C1)(F)F)=O)OC1=C(C=CC=C1C)C